FC(C1=C(C(=CC=C1)C(F)(F)F)NS(=O)(=O)C=1C=C(C=NC1OC)NC(=O)C=1N=C(SC1)C1=CC=CC=C1)(F)F N-(5-(N-(2,6-bis(trifluoromethyl)phenyl)sulfamoyl)-6-methoxypyridin-3-yl)-2-phenylthiazole-4-carboxamide